N1=C(C=CC=C1)C1=NOC=N1 3-(pyridin-2-yl)-1,2,4-oxadiazol